2-(4-(4-Cyano-3-methoxyphenyl)piperazin-1-yl)-N,N-dimethyl-2-phenylacetamide C(#N)C1=C(C=C(C=C1)N1CCN(CC1)C(C(=O)N(C)C)C1=CC=CC=C1)OC